C(C=CC1=CC=CC=C1)(=O)C=1C(OC2=CC=CC=C2C1O)=O 3-Cinnamoyl-4-hydroxycoumarin